2-(deuteroformyl)phenylboronic acid [2H]C(=O)C1=C(C=CC=C1)B(O)O